NCCNCCNCCC[SiH2]C(OC)OC 3-[2-(2-Aminoethylamino)ethylamino]propyl-dimethoxymethylsilane